N=1C=CN(C=CC1)C(=N)N [1,4]Diazepine-4-formamidine